COC1=CC=C(CC2=C(C(=NC=C2)CC2=CC=C(C=C2)OC)S(=O)(=O)N)C=C1 bis(4-methoxybenzyl)pyridine-3-sulfonamide